C(C)(C)(C)OC(=O)N1CCN(CC1)C1=C(C=CC=C1C=O)Cl 4-(2-chloro-6-formylphenyl)piperazine-1-carboxylic acid tert-butyl ester